[5-bromo-1-(2-trimethylsilylethoxymethyl)indazol-7-yl]methanol BrC=1C=C2C=NN(C2=C(C1)CO)COCC[Si](C)(C)C